2,2-difluoro-benzodioxol FC1(OC2=C(O1)C=CC=C2)F